(S,E)-1-(4-(2-(2-Methyl-[1,1'-biphenyl]-3-yl)vinyl)-2-(pyridin-3-ylmethoxy)-5-(trifluoromethyl)benzyl)piperidine-2-carboxylic acid CC1=C(C=CC=C1/C=C/C1=CC(=C(CN2[C@@H](CCCC2)C(=O)O)C=C1C(F)(F)F)OCC=1C=NC=CC1)C1=CC=CC=C1